3-[(3R)-3-[1-[4-[[(1R)-1-(2,4-dichlorophenyl)ethyl]amino]-5-(1-hydroxypropyl)pyrimidin-2-yl]azetidin-3-yl]-1-piperidyl]-1-methyl-cyclobutanecarboxylic acid ClC1=C(C=CC(=C1)Cl)[C@@H](C)NC1=NC(=NC=C1C(CC)O)N1CC(C1)[C@@H]1CN(CCC1)C1CC(C1)(C(=O)O)C